C(#N)CN1N=C2C(N(C(C=C2N2C[C@H](N(C[C@@H]2CC)C(=O)OC(C)(C)C)CC)=O)C)=C1 tert-butyl (2R,5S)-4-(2-(cyanomethyl)-4-methyl-5-oxo-4,5-dihydro-2H-pyrazolo[4,3-b]pyridin-7-yl)-2,5-diethylpiperazine-1-carboxylate